C1(CC1)C=1N=NN(C1)[C@H](C(=O)N1[C@@H](C[C@H](C1)O)C(=O)N[C@H]1CN(C[C@H]1OC)C1=NC(=NC=C1)N(C)C)C(C)(C)C (2S,4R)-1-[(2S)-2-(4-cyclopropyltriazol-1-yl)-3,3-dimethyl-butanoyl]-N-[(3S,4R)-1-[2-(dimethylamino)pyrimidin-4-yl]-4-methoxy-pyrrolidin-3-yl]-4-hydroxy-pyrrolidine-2-carboxamide